C(C)C1=NN=C2N1C1=CC=C(C(=C1C(=N2)NC2=CC(=CC(=C2)C#CC2(CC2)C)F)F)F Ethyl-6,7-difluoro-N-[3-fluoro-5-[2-(1-methylcyclopropyl)ethynyl]phenyl]-[1,2,4]triazolo[4,3-a]quinazolin-5-amine